C(CCC)N1CC(=C[C@H](C1)C)C=1C=NC=C(C1)Cl (R)-1-butyl-5'-chloro-5-methyl-1,2,5,6-tetrahydro-3,3'-bipyridine